N-hydroxy-N-[3-hydroxy-1-tetrahydropyran-3-yl-propyl]carbamic acid tert-butyl ester C(C)(C)(C)OC(N(C(CCO)C1COCCC1)O)=O